(R)-3-(2-(4-(p-tolyl)piperazin-1-yl)ethyl)-2-oxa-8-azaspiro[4.5]decan-1-one C1(=CC=C(C=C1)N1CCN(CC1)CC[C@@H]1OC(C2(C1)CCNCC2)=O)C